C(C)[O+](CC)[B-](F)(F)F diethyloxonio(trifluoro)boranuide